O[C@H]1C[C@H]2C[C@@H]([C@H]3[C@@H]4CC[C@H]([C@@H](CCC(=O)[O-])C)[C@]4(CC[C@@H]3[C@]2(CC1)C)C)NC(C1=CC=C(C=C1)Cl)=O 3α-hydroxy-7β-(4-chlorobenzamido)-5β-cholanoate